CC1CCC2=C1C=C(C=1N2C=NN1)C(=O)NC1=NN(C=C1)C 6-Methyl-N-(1-methyl-1H-pyrazol-3-yl)-7,8-dihydro-6H-cyclopenta[e][1,2,4]triazolo[4,3-a]pyridine-4-carboxamide